7-methoxy-3,4-dihydro-1-naphthalenone COC1=CC=C2CCCC(C2=C1)=O